C[C@H]1N(C[C@@H](N(C1)CCC)C)C1=CN=C(S1)C1=NNC(=C1CC(F)(F)F)C=1C=C(C=2N(C1)N=CN2)OC 5-((2R,5S)-2,5-dimethyl-4-propylpiperazin-1-yl)-2-(5-(8-methoxy-[1,2,4]triazolo[1,5-a]pyridin-6-yl)-4-(2,2,2-trifluoroethyl)-1H-pyrazol-3-yl)thiazole